5-fluoro-6-methyl-2,3-dihydro-1-benzothiophene-4-carboxylic acid FC1=C(C=C2C(CCS2)=C1C(=O)O)C